4-[2-methoxyethyl-[4-(5,6,7,8-tetrahydro-1,8-naphthyridin-2-yl)butyl]amino]-2-(spiro[2.3]hexan-5-yloxycarbonylamino)butanoic acid COCCN(CCC(C(=O)O)NC(=O)OC1CC2(CC2)C1)CCCCC1=NC=2NCCCC2C=C1